OC=1C=C(C2=CC=CC=C2C1)C1=CC=C2C(=NC(=NC2=C1)OC[C@H]1N(CCC1)C)N1[C@H]2CN(C[C@@H]1CC2)C(CC2=NNC1=CC=CC=C21)=O 1-((1R,5S)-8-(7-(3-hydroxynaphthalen-1-yl)-2-(((S)-1-methylpyrrolidin-2-yl)methoxy)quinazolin-4-yl)-3,8-diazabicyclo[3.2.1]octan-3-yl)-2-(1H-indazol-3-yl)ethan-1-one